N-TETRADECYLBORONIC ACID B(CCCCCCCCCCCCCC)(O)O